CC1OC(CN(C1)C=1N=C(C2=C(C=NNC2=O)N1)NC1=CC=C(C=C1)N1CCC(CC1)C(C(C)(C)O)=O)C 2-(2,6-dimethylmorpholino)-4-((4-(4-(2-hydroxy-2-methylpropanoyl)piperidin-1-yl)phenyl)amino)pyrimido[4,5-d]pyridazin-5(6H)-one